(tert-butyl)-N-((1-(6-(1-methyl-1H-pyrazol-4-yl)pyrazolo[1,5-a]pyrazin-4-yl)piperidin-4-yl)methyl)-1H-1,2,3-triazole-4-carboxamide C(C)(C)(C)N1N=NC(=C1)C(=O)NCC1CCN(CC1)C=1C=2N(C=C(N1)C=1C=NN(C1)C)N=CC2